3-(4-aminobutylamino)propanal NCCCCNCCC=O